BrC1=NSC(=N1)N1CC2(C1)C[C@@H](CC2)N2CCC(CC2)C2=C(C=CC=C2)OC (R)-3-bromo-5-(6-(4-(2-methoxyphenyl)piperidin-1-yl)-2-azaspiro[3.4]octan-2-yl)-1,2,4-thiadiazole